[1,3,4]thiadiazine S1CN=NC=C1